O[C@@H](C(=O)[O-])[C@@H](CO)O.[K+] Potassium (2R,3R)-2,3,4-trihydroxybutyrate